COC1=CC=C(CN2C(C(CCC2=O)N2C(N(C3=C2C=CC=C3N3[C@H]2CN([C@@H](C3)C2)C(=O)OC(C)(C)C)C)=O)=O)C=C1 (1R,4R)-tert-butyl 5-(1-(1-(4-methoxybenzyl)-2,6-dioxopiperidin-3-yl)-3-methyl-2-oxo-2,3-dihydro-1H-benzo[d]imidazol-4-yl)-2,5-diazabicyclo[2.2.1]heptane-2-carboxylate